6-fluoro-5-isopropyl-2,3-dihydro-1H-inden-4-amine FC=1C(=C(C=2CCCC2C1)N)C(C)C